(RS)-1-(4-chlorophenyl)-4,4-dimethyl-3-(1H-1,2,4-triazole-1-ylmethyl)pentan-3-ol ClC1=CC=C(C=C1)CC[C@](C(C)(C)C)(O)CN1N=CN=C1 |r|